DL-glutamic acid Erucylbehenat C(CCCCCCCCCCC\C=C/CCCCCCCC)C(C(=O)O)CCCCCCCCCCCCCCCCCCCC.N[C@@H](CCC(=O)O)C(=O)O |r|